4-(2-((tetrahydro-2H-pyran-4-yl)methyl)-2H-tetrazol-5-yl)benzenesulfonamide O1CCC(CC1)CN1N=C(N=N1)C1=CC=C(C=C1)S(=O)(=O)N